N-(1-(2-(((1H-pyrrolo[3,2-c]pyridin-2-yl)methyl)amino)-2-oxoethyl)-6-oxo-2-phenyl-1,6-dihydropyrimidin-5-yl)-4-phenoxybenzamide N1C(=CC=2C=NC=CC21)CNC(CN2C(=NC=C(C2=O)NC(C2=CC=C(C=C2)OC2=CC=CC=C2)=O)C2=CC=CC=C2)=O